2-amino-9-((2R,3R,5S)-3-hydroxy-5-(hydroxymethyl)tetrahydrofuran-2-yl)-7-isobutyl-7,9-dihydro-8H-purin-8-one NC1=NC=C2N(C(N(C2=N1)[C@@H]1O[C@@H](C[C@H]1O)CO)=O)CC(C)C